FC1=CC=C(C=C1)N1C(=CC=C1)C(=O)N (4-fluorophenyl)-1H-pyrrole-2-carboxamide